4-hydroxy-2-(hydroxymethyl)tetrahydro-2H-pyran-3-yl-sodium sulfate S(=O)(=O)(O)O.OC1C(C(OCC1)CO)[Na]